C(C1=CC=CC=C1)OC=1C(=CC(=NC1)O)SCC1=CC=C(C=C1)OC 5-benzyloxy-4-[(4-methoxyphenyl)methylsulfanyl]Pyridin-2-ol